4-(azetidin-1-yl)benzaldehyde N1(CCC1)C1=CC=C(C=O)C=C1